1-(4-(7-(2,4-difluorophenyl)-6-(trifluoromethyl)quinazolin-4-yl)piperazin-1-yl)prop-2-en-1-one FC1=C(C=CC(=C1)F)C1=C(C=C2C(=NC=NC2=C1)N1CCN(CC1)C(C=C)=O)C(F)(F)F